4-((3-Chloro-1H-indol-5-yl)(propyl)amino)-2-((4-(4-ethylpiperazin-1-yl)-3-methoxyphenyl)amino)pyrimidine-5-carbonitrile ClC1=CNC2=CC=C(C=C12)N(C1=NC(=NC=C1C#N)NC1=CC(=C(C=C1)N1CCN(CC1)CC)OC)CCC